nickel bis(cyclopentadiene) nickel [Ni].C1=CC=CC1.C1=CC=CC1.[Ni]